OC1CCC(CC1)N(CCCCCCCC(=O)N(CCCCCCCCCCCC)CCCCCC)CCCCCCCC(=O)N(CCCCCC)CCCCCCCCCCCC 8,8'-(((1S,4S)-4-hydroxycyclohex-yl)azanediyl)bis-(N-dodecyl-N-hexyloctanamide)